5-chloro-4-(cyclopentylmethoxy)-2-fluoro-N-((1,2,3,4-tetrahydroquinolin-7-yl)sulfonyl)benzamide ClC=1C(=CC(=C(C(=O)NS(=O)(=O)C2=CC=C3CCCNC3=C2)C1)F)OCC1CCCC1